S(N)(=O)(=O)C1=CC=C(CC=2C(=NN(C2)C=2SC=C(N2)C(=O)O)C=2C=C(C(=CC2)F)C2=CC(=C(C=C2)F)F)C=C1 2-(4-(4-sulfamoylbenzyl)-3-(3',4',6-trifluoro-[1,1'-biphenyl]-3-yl)-1H-pyrazol-1-yl)thiazole-4-carboxylic acid